CC1C(C1C=1N=COC1)C(=O)N 2-methyl-3-(oxazol-4-yl)cyclopropane-1-carboxamide